BrC1=C2CCCN(C2=CC=C1)C1=NC=2N(C3=CC=C(C=C13)F)C(=NN2)C 5-(5-bromo-3,4-dihydroquinolin-1(2H)-yl)-7-fluoro-1-methyl-[1,2,4]triazolo[4,3-a]quinazoline